C(C)(C)C(C(=O)OCC(C)(C)C)C(C(=O)OCC(C)(C)C)C(C)C Dineopentyl 2,3-diisopropylsuccinate